N-({4-[(cis-4-hydroxy-4-methylcyclohexyl)methoxy]-3-nitrophenyl}sulfonyl)-2-(1H-pyrrolo[2,3-b]pyridin-5-yloxy)benzamide OC1(CCC(CC1)COC1=C(C=C(C=C1)S(=O)(=O)NC(C1=C(C=CC=C1)OC=1C=C2C(=NC1)NC=C2)=O)[N+](=O)[O-])C